OC1=C(C=CC=C1)C(C1=C(C=CC=C1)OC)P(OCC)(OCC)=O Diethyl ((2-hydroxyphenyl)(2-methoxyphenyl)methyl)phosphonate